F[C@H]1C[C@@H]2N(CCN(C2)[C@@H]2CN(CC2)C(=O)OC(C)(C)C)C1 tert-Butyl (S)-3-((7S,8aS)-7-fluorohexahydro-pyrrolo[1,2-a]pyrazin-2(1H)-yl)pyrrolidine-1-carboxylate